7-chloro-2-(2-cyclopropyl-4-(oxazol-2-yl)phenyl)-8-hydroxy-3-(oxazol-5-ylmethyl)benzo[4,5]thieno[2,3-d]pyrimidin-4(3H)-one ClC1=C(C2=C(C3=C(N=C(N(C3=O)CC3=CN=CO3)C3=C(C=C(C=C3)C=3OC=CN3)C3CC3)S2)C=C1)O